2-(3,5-bis-trifluoromethyl-phenyl)-N-[1-(2,2-difluoro-ethyl)-4-(4-fluoro-2-methyl-phenyl)-1H-pyrazolo[3,4-b]pyridin-5-yl]-N-methyl-isobutyramide FC(C=1C=C(C=C(C1)C(F)(F)F)C(C(=O)N(C)C=1C(=C2C(=NC1)N(N=C2)CC(F)F)C2=C(C=C(C=C2)F)C)(C)C)(F)F